N-(7-(1H-pyrazol-4-yl)-benzo[d][1,3]dioxol-4-yl)-7-methylquinolin-4-amine N1N=CC(=C1)C1=CC=C(C2=C1OCO2)NC2=CC=NC1=CC(=CC=C21)C